4-((3-(4-(difluoromethoxy)-2,3-difluorophenyl)imidazo[1,2-a]pyrazin-8-yl)amino)-2-ethyl-N-(3-oxo-3-(piperazin-1-yl)propyl)benzamide 2,2,2-trifluoroacetate FC(C(=O)O)(F)F.FC(OC1=C(C(=C(C=C1)C1=CN=C2N1C=CN=C2NC2=CC(=C(C(=O)NCCC(N1CCNCC1)=O)C=C2)CC)F)F)F